FC=1C=C(C=C(C1)F)C1OC1 2-(3,5-difluorophenyl)oxirane